C(CCCCCCC\C=C/CCCCCCCC)(=O)OCC(COC(CCCCCCC\C=C/CCCCCCCC)=O)(COC(CCCCCCC\C=C/CCCCCCCC)=O)NC(CC[C@H](N)C(=O)O)=O N5-(1,3-bis(oleoyloxy)-2-((oleoyloxy)methyl)propan-2-yl)-L-glutamine